F[B-](F)(F)F.[NH2+]1CCCCC1 piperidinium tetrafluoroborate